ClC=1C(=NC=CC1)CO (3-chloro-2-pyridyl)methanol